CON(C(=O)C=1C=C(C=CC1)CN1N=CN=N1)C 2-({3-[methoxy(methyl)carbamoyl]phenyl}methyl)-2H-1,2,3,4-tetrazol